C(N)(O[C@H](C1N(CCC1)C1=NC2=C(C(=CC=C2C(=C1)N1C=NC=C1)Cl)Cl)C(C)(C)C)=O tert-butyl-(S)-((1-(7,8-dichloro-4-(1H-imidazol-1-yl) quinolin-2-yl) pyrrolidin-2-yl) methyl) carbamate